tert-Butyl 4-[4-(2-cyanoacetyl)-3-methoxy-phenyl]-3,3-difluoro-piperidine-1-carboxylate C(#N)CC(=O)C1=C(C=C(C=C1)C1C(CN(CC1)C(=O)OC(C)(C)C)(F)F)OC